ARACHIDYLALCOHOL C(CCCCCCCCCCCCCCCCCCC)O